[5-(hydroxymethyl)-3-[(E)-3-(1H-indol-3-yl)prop-2-enoyl]oxy-2-methyl-4-pyridyl]methyl (E)-3-(1H-indol-3-yl)prop-2-enoate N1C=C(C2=CC=CC=C12)/C=C/C(=O)OCC1=C(C(=NC=C1CO)C)OC(\C=C\C1=CNC2=CC=CC=C12)=O